(1R,3R)-2,2-dichloro-3-(4-chloro-3-fluorophenyl)cyclopropane-1-carboxylic acid ClC1([C@H]([C@@H]1C1=CC(=C(C=C1)Cl)F)C(=O)O)Cl